N'-Acetyl-6,7-dichloro-3-(1-(tetrahydro-2H-pyran-2-yl)-1H-pyrazol-4-yl)-1H-indole-2-carbohydrazide C(C)(=O)NNC(=O)C=1NC2=C(C(=CC=C2C1C=1C=NN(C1)C1OCCCC1)Cl)Cl